tin tungsten [W].[Sn]